FC(C1=CC=C(C=C1)C=1N=C(N2C1C=CC=C2)[C@H]2C[C@H](C2)C(=O)O)(F)F cis-3-(1-(4-(trifluoromethyl)phenyl)imidazo[1,5-a]pyridin-3-yl)cyclobutane-1-carboxylic acid